5,6-dichloropyrimidin-4-ol ClC=1C(=NC=NC1Cl)O